COCCN1C(=NC=2C1=NC(=CC2)C=2C=CN1N=C(N=CC12)NCC1COC1)C 5-(3-(2-methoxyethyl)-2-methyl-3H-imidazo[4,5-b]pyridin-5-yl)-N-(oxetan-3-ylmethyl)pyrrolo[2,1-f][1,2,4]triazin-2-amine